6-[4-[3-(1,3-dioxoisoindolin-2-yl)propanoyl-methyl-amino]-3-methyl-phenyl]-N-(3-pyridylmethyl)pyridine-3-carboxamide O=C1N(C(C2=CC=CC=C12)=O)CCC(=O)N(C1=C(C=C(C=C1)C1=CC=C(C=N1)C(=O)NCC=1C=NC=CC1)C)C